C1CCC12OCC(NC2)C2=CC=C(C=C2)N2C(=CC1=C2N=CN(C1=O)CC1(CCN(CC1)C(C1=CC=C(C=C1)Cl)=O)O)Cl 7-(4-(5-Oxa-8-azaspiro[3.5]nonan-7-yl)phenyl)-6-chloro-3-((1-(4-chlorobenzoyl)-4-hydroxypiperidin-4-yl)methyl)-3,7-dihydro-4H-pyrrolo[2,3-d]pyrimidin-4-one